ClC=1C=C(N(C)CC2=NOC(=C2)C=2OC(=NN2)C(F)F)C=CC1 3-chloro-N-[[5-[5-(difluoromethyl)-1,3,4-oxadiazol-2-yl]isoxazol-3-yl]methyl]-N-methyl-aniline